aminopropyl-dimethyl-ammonium glycinate NCC(=O)[O-].NCCC[NH+](C)C